N-[4-(4-ethylpiperazin-1-yl)phenyl]-1-methylbenzimidazole-5-carboxamide C(C)N1CCN(CC1)C1=CC=C(C=C1)NC(=O)C1=CC2=C(N(C=N2)C)C=C1